3-(2-carboxymethylene-cyclopentyl)-acrylic acid C(=O)(O)C=C1C(CCC1)C=CC(=O)O